3-methyl-1-(tetrahydro-2H-pyran-2-yl)-1H-pyrazole CC1=NN(C=C1)C1OCCCC1